C(C1=CC=CC=C1)OC=1C=C(C=CC1)[C@@H]([C@@](C(=O)OC(C)(C)C)(C)F)C1CC1 (2R,3S)-tert-butyl 3-(3-(benzyloxy)phenyl)-3-cyclopropyl-2-fluoro-2-methylpropanoate